N,N'-diphenyl-N,N'-bis(1-naphthyl-phenyl)-1,1'-biphenyl-4,4'-diamine C1(=CC=CC=C1)N(C1=CC=C(C=C1)C1=CC=C(C=C1)N(C1=C(C=CC=C1)C1=CC=CC2=CC=CC=C12)C1=CC=CC=C1)C1=C(C=CC=C1)C1=CC=CC2=CC=CC=C12